1-benzyl-4-(2-hydroxyethyl)piperidin-4-ol C(C1=CC=CC=C1)N1CCC(CC1)(O)CCO